COCCN(C[C@H](CC(=O)[O-])C)C (S)-4-((2-methoxyethyl)(methyl)amino)-3-methylbutanoate